(S)-3-(2-formyl-1-(oxetan-2-ylmethyl)-1H-imidazol-5-yl)propionic acid ethyl ester C(C)OC(CCC1=CN=C(N1C[C@H]1OCC1)C=O)=O